2-(4-Hydroxy-3-methoxy-phenyl)acetic acid butyl ester C(CCC)OC(CC1=CC(=C(C=C1)O)OC)=O